3-((4-(8-chloroquinazolin-2-yl)phenoxy)methyl)benzoic acid ClC=1C=CC=C2C=NC(=NC12)C1=CC=C(OCC=2C=C(C(=O)O)C=CC2)C=C1